C1(CC1)C=1C=2N(C=C(C1)C(N(C)C1=CC(=C(C=C1)F)OC)=O)C(=CN2)C=2C=CC(=NC2)NC(OC)=O methyl N-[5-[8-cyclopropyl-6-[(4-fluoro-3-methoxy-phenyl)-methyl-carbamoyl]imidazo[1,2-a]pyridin-3-yl]-2-pyridyl]carbamate